OCC1(CN(C1)C(=O)C=1C=CC(=NC1)NC1=C2C(=NC(=C1)OC=1C(=CC(=NC1)C#N)C)N(C=N2)C)CO 5-[7-[[5-[3,3-bis(hydroxymethyl)azetidine-1-carbonyl]pyridin-2-yl]amino]-3-methylimidazo[4,5-b]pyridin-5-yl]oxy-4-methylpyridine-2-carbonitrile